COC1=NC=CC=C1[C@H]1[C@@H](CNC1)C#N |r| rac-(3S,4R)-4-(2-methoxypyridin-3-yl)pyrrolidine-3-carbonitrile